5-(3,4-difluorophenoxy)-1H-1,2,3-triazole-4-carboxylic acid FC=1C=C(OC2=C(N=NN2)C(=O)O)C=CC1F